C(C)(=O)ON1CCN(CCN(CC1)CCN1CCN(CCN(CC1)OC(C)=O)OC(C)=O)OC(C)=O 2'''-(ethane-1,2-diylbis(1,4,7-triazonane-7,1,4-triyl)) tetraacetate